rac-tert-butyl 3-((6-(1-methyl-1H-pyrazol-4-yl)pyrazolo[1,5-a]pyrazin-4-yl)oxy)-6-azabicyclo[3.2.0]heptane-6-carboxylate CN1N=CC(=C1)C=1N=C(C=2N(C1)N=CC2)OC2CC1CN(C1C2)C(=O)OC(C)(C)C